BrC=1C(=C(C(=O)OC)C=C(C1)C)CBr methyl 3-bromo-2-(bromomethyl)-5-methylbenzoate